C(CCCCCCCCCCCCCCCCCCC)(=O)[O-].[Na+] sodium eicosanate